C1(CCCCC1)C1=CC=C(C=C1)C=1NC=2N(C(C1)=O)N=C(C2C(=O)N2[C@H]([C@H](C2)CF)C)C2=NC=CN=C2C Cis-5-(4-cyclohexylphenyl)-3-(3-(fluoromethyl)-2-methylazetidine-1-carbonyl)-2-(3-methylpyrazin-2-yl)pyrazolo[1,5-a]pyrimidin-7(4H)-one